3-((7-((R)-3-Cyclohexyl-2-methylpropanoyl)-10-hydroxy-7-azaspiro[4.5]decan-10-yl)methyl)-7-methoxyquinazolin-4(3H)-one C1(CCCCC1)C[C@H](C(=O)N1CC2(CCCC2)C(CC1)(O)CN1C=NC2=CC(=CC=C2C1=O)OC)C